(R)-1-(5-bromothiophen-2-yl)ethane-1-amine hydrochloride Cl.BrC1=CC=C(S1)[C@@H](C)N